N-(6-bromo-4-chloro-2-methoxypyridin-3-yl)acetamide BrC1=CC(=C(C(=N1)OC)NC(C)=O)Cl